C(C)CC=C ethyl-prop-2-en